(2E)-4-{6-[(3-methyloxetan-3-yl)sulfamoyl]-2,4-dioxo-1H-quinazolin-3-yl}but-2-enoic acid methyl ester COC(\C=C\CN1C(NC2=CC=C(C=C2C1=O)S(NC1(COC1)C)(=O)=O)=O)=O